rac-(3R,4R)-1-cyclohexyl-4-{[3-(2,4-difluoro-phenyl)-isoxazole-5-carbonyl]-amino}-piperidine-3-carboxylic acid methyl ester COC(=O)[C@@H]1CN(CC[C@H]1NC(=O)C1=CC(=NO1)C1=C(C=C(C=C1)F)F)C1CCCCC1 |r|